COC(C=CC1=CC=CC=C1)=O 3-phenyl-2-Propenoic acid methyl ester